[Pd](Cl)Cl.C12C=CC(C=C1)C2 (bicyclo[2.2.1]hept-2,5-diene) palladium dichloride